(RS)-4-Chloro-N-(4-piperidin-3-yl-phenyl)-benzamid ClC1=CC=C(C(=O)NC2=CC=C(C=C2)[C@@H]2CNCCC2)C=C1 |r|